P(=O)(OC=1SC2=C(N1)C=CC=C2)([O-])[O-] benzothiazolyl phosphate